(3,3-difluoropyrrolidin-1-yl)propanol FC1(CN(CC1)C(CC)O)F